O.O.C(CC(O)(C(=O)O)CC(=O)O)(=O)O.C(C)OC1=C(C(=O)NCC2CN(CCO2)CC2=CC=C(C=C2)F)C=C(C(=C1)N)Cl 2-ethoxy-4-amino-5-chloro-N-[[4-[(4-fluorophenyl)-methyl]morpholin-2-yl]methyl]benzamide citrate dihydrate